1,1'-(Iminodi-4,1-phenylen)bis(1H-pyrrol-2,5-dion) N(C1=CC=C(C=C1)N1C(C=CC1=O)=O)C1=CC=C(C=C1)N1C(C=CC1=O)=O